OC(C)(C)C=1C(=CC2=CN(N=C2C1)CC1COC1)NC(=O)C1=NC(=CC=C1)C(F)(F)F N-[6-(2-hydroxy-prop-2-yl)-2-(oxetan-3-ylmethyl)-2H-indazol-5-yl]-6-(trifluoromethyl)pyridine-2-carboxamide